(E)-3-(2-(butylthio)phenyl)acrylaldehyde C(CCC)SC1=C(C=CC=C1)/C=C/C=O